tert-butyl 4-((2-bromo-4-chloro-6-methylphenoxy)methyl)piperidine-1-carboxylate BrC1=C(OCC2CCN(CC2)C(=O)OC(C)(C)C)C(=CC(=C1)Cl)C